inosinic acid calcium [Ca].[C@@H]1([C@H](O)[C@H](O)[C@@H](COP(=O)(O)O)O1)N1C=NC=2C(O)=NC=NC12